(4E)-5-oxo-1-(4-sulfophenyl)-4-[(4-sulfophenyl)hydrazono]-3-pyrazolecarboxylic acid trisodium salt [Na+].[Na+].[Na+].O=C1/C(/C(=NN1C1=CC=C(C=C1)S(=O)(=O)[O-])C(=O)[O-])=N/NC1=CC=C(C=C1)S(=O)(=O)[O-]